C(#N)C1=CC(=C(COC2=CC=CC(=N2)C2=CC(=C(CC3=NC4=C(N3[C@@H]3COC[C@H]3C3CC3)C=C(C=C4)C(=O)O)C=C2F)F)C=C1)F 2-(4-(6-((4-cyano-2-fluorobenzyl)oxy)pyridin-2-yl)-2,5-difluorobenzyl)-1-((3S,4S)-4-cyclopropyltetrahydrofuran-3-yl)-1H-benzo[d]imidazole-6-carboxylic acid